N-(3-chloro-5-(methylsulfonyl)phenyl)pyrrolo[1,2-a]pyrazine-7-carboxamide ClC=1C=C(C=C(C1)S(=O)(=O)C)NC(=O)C=1C=C2N(C=CN=C2)C1